methylfluorenyl-dichlorosilane C[Si](Cl)(Cl)C1=CC=CC=2C3=CC=CC=C3CC12